6-Cyclobutoxy-2-(tetrahydro-2H-pyran-3-yl)-2H-pyrazolo[3,4-b]pyridine-5-carboxylic acid methyl ester COC(=O)C1=CC=2C(N=C1OC1CCC1)=NN(C2)C2COCCC2